COC=1C=C2CCN(CC2=CC1NC1=NC2=CC(=CC=C2C=N1)OCC1CCN(CC1)C1=NC(=CN=C1)C)C N-(6-methoxy-2-methyl-1,2,3,4-tetrahydroisoquinolin-7-yl)-7-{[1-(6-methyl-pyrazin-2-yl)piperidin-4-yl]methoxy}quinazolin-2-amine